C(C)N(C=1C2=C(N=CN1)N(C=C2)CC2(C(CN(CC2)CC(=O)N)O)O)CC2=C(C=C(C=C2)C(F)(F)F)F 2-(4-((4-(ethyl(2-fluoro-4-(trifluoromethyl)benzyl)amino)-7H-pyrrolo[2,3-d]pyrimidin-7-yl)methyl)-3,4-dihydroxypiperidin-1-yl)acetamide